N-((S)-5-methyl-4-oxo-2,3,4,5-tetrahydrobenzo[b][1,4]oxazepin-3-yl)-6-(trifluoromethyl)-5,6,7,8-tetrahydroimidazo[1,5-a]pyridine-3-carboxamide CN1C2=C(OC[C@@H](C1=O)NC(=O)C1=NC=C3N1CC(CC3)C(F)(F)F)C=CC=C2